7-chloro-3-methyl-4-(2-methyl-1,2,3-triazol-4-yl)-1-{[2-(trimethylsilyl)ethoxy]methyl}indazole ClC=1C=CC(=C2C(=NN(C12)COCC[Si](C)(C)C)C)C1=NN(N=C1)C